(2R,4R)-6-chloro-4-hydroxy-N-[4-(2-{[cis-3-(trifluoromethoxy)cyclobutyl]oxy}acetamido)bicyclo[2.2.2]octan-1-yl]-3,4-dihydro-2H-1-benzopyran-2-carboxamide ClC=1C=CC2=C([C@@H](C[C@@H](O2)C(=O)NC23CCC(CC2)(CC3)NC(CO[C@@H]3C[C@@H](C3)OC(F)(F)F)=O)O)C1